N=1C=CN2N=C(C=CC21)N2CCCCC2 1-(imidazo[1,2-b]pyridazin-6-yl)piperidine